1-(4-(4-morpholinyl-6-(5-(morpholinomethyl)thiophen-2-yl)-1,3,5-triazin-2-yl)phenyl)-3-(pyrimidin-2-yl)urea N1(CCOCC1)C1=NC(=NC(=N1)C=1SC(=CC1)CN1CCOCC1)C1=CC=C(C=C1)NC(=O)NC1=NC=CC=N1